4-cyclopentyl-4,5-dihydro-1H-pyrazolo[4,3-b]pyridin-5-one C1(CCCC1)N1C2=C(C=CC1=O)NN=C2